[C@H]1([C@H](O)[C@@H](O)[C@H](O)[C@H](O1)CO)OC(CO)CO 2-O-α-D-glucopyranosyl-glycerol